1-(1,1-dioxidothietan-3-yl)-3-(5-((7-fluoro-2,3-dihydrobenzo[b][1,4]dioxin-5-yl)amino)-7-(methylamino)pyrazolo[1,5-a]pyrimidin-3-yl)urea O=S1(CC(C1)NC(=O)NC=1C=NN2C1N=C(C=C2NC)NC2=CC(=CC=1OCCOC12)F)=O